methyl (4S)-5-amino-4-[5-[4-(dimethoxymethyl)-1-piperidyl]-4-fluoro-1-oxo-isoindolin-2-yl]-5-oxopentanoate NC([C@H](CCC(=O)OC)N1C(C2=CC=C(C(=C2C1)F)N1CCC(CC1)C(OC)OC)=O)=O